ClC1=CC=C(CSC=2OC3=C(N2)C=C(C(=C3)F)F)C=C1 ((4-chlorobenzyl)thio)-5,6-difluorobenzo[d]oxazole